1-(3-(((6-Amino-5-(4-phenoxyphenyl)pyrimidin-4-yl)amino)methyl)-8-azabicyclo[3.2.1]octan-8-yl)prop-2-yn-1-on NC1=C(C(=NC=N1)NCC1CC2CCC(C1)N2C(C#C)=O)C2=CC=C(C=C2)OC2=CC=CC=C2